4'-((2-butyl-4-oxo-1,3-diazaspiro[4.4]non-1-en-3-yl)methyl)-N-(4,5-dimethylisoxazol-3-yl)-2'-hydroxy-N-(methoxymethyl)-[1,1'-biphenyl]-2-sulfonamide C(CCC)C1=NC2(C(N1CC1=CC(=C(C=C1)C=1C(=CC=CC1)S(=O)(=O)N(COC)C1=NOC(=C1C)C)O)=O)CCCC2